N-(5-((2-(3,3-difluoropyrrolidin-1-yl)ethyl)carbamoyl)-2-methylpyridin-3-yl)-2-(1-(2-methoxyethyl)-1H-pyrazol-4-yl)pyrazolo[5,1-b]thiazole-7-carboxamide FC1(CN(CC1)CCNC(=O)C=1C=C(C(=NC1)C)NC(=O)C=1C=NN2C1SC(=C2)C=2C=NN(C2)CCOC)F